1-phenylcyclopropanamine hydrochloride Cl.C1(=CC=CC=C1)C1(CC1)N